azabenzogermole [GeH2]1N=CC2=C1C=CC=C2